trifluoroalanine hydrochloride C(C(=O)O)(C(F)(F)F)N.Cl